C1(CCC1)CN[C@H]1CN(CCC1)C1=CC(N(C=C1)C(C)N1N=NC(=C1)C=1N=C2N(C(C1)=O)C=CC=C2)=O 2-[1-[1-[4-[(3R)-3-(cyclobutylmethylamino)-1-piperidyl]-2-oxo-1-pyridyl]-ethyl]triazol-4-yl]pyrido[1,2-a]pyrimidin-4-one